Dihydro-2H-pyrrole-2-carboxylic acid N1C(CC=C1)C(=O)O